FC1=C(C=C(C=C1)C1(CC1)N(C(OC(C)C)=O)C[C@H]1NCCC1)C(F)(F)F isopropyl (S)-(1-(4-fluoro-3-(trifluoromethyl)phenyl)cyclopropyl)(pyrrolidin-2-ylmethyl)carbamate